(3s,5s)-3-aminomethyl-6-isopropoxy-5-methyl-hexanoic acid NC[C@H](CC(=O)O)C[C@@H](COC(C)C)C